tolylzinc bromide [Br-].C1(=C(C=CC=C1)[Zn+])C